CN1C2(C3=CC=CC=C3C1=O)CCC2 2'-methyl-spiro[cyclobutane-1,1'-isoindoline]-3'-one